3-(3,4,5-trimethoxyphenyl)thiophen COC=1C=C(C=C(C1OC)OC)C1=CSC=C1